BrC=1C=C(C(=NC1)OCCCN1CCN(CC1)C)NS(=O)(=O)C N-(5-Bromo-2-(3-(4-methylpiperazin-1-yl)propoxy)pyridin-3-yl)methanesulfonamide